C1(CC1)C(=O)NC1=NC=C(C(=O)NC([2H])([2H])[2H])C(=C1)NC1=CC=CC2=C1N(C(C=1C=CC=NC21)([2H])[2H])C 6-(cyclopropanecarboxamido)-N-(methyl-d3)-4-((6-methyl-5,6-dihydrobenzo[h][1,6]naphthyridin-7-yl-5,5-d2)amino)nicotinamide